C1(CCCCC1)C[C@@H](C(N[C@H](C=O)C[C@H]1C(NCC1)=O)=O)NC(OCC1=C(C=CC=C1)Cl)=O 2-Chlorobenzyl ((S)-3-cyclohexyl-1-oxo-1-(((S)-1-oxo-3-((S)-2-oxopyrrolidin-3-yl)propan-2-yl)amino)propan-2-yl)carbamate